C(C)(C)(C)OC(=O)N1CC(C1)CN1N=CC=C1C(=O)OCC ethyl 2-[(1-tert-butoxycarbonylazetidin-3-yl)methyl]pyrazole-3-carboxylate